N-(1-cyanocyclopropyl)-7-methyl-6-[(2S)-2-(trifluoromethylsulfonylamino)propoxy]indane-4-carboxamide C(#N)C1(CC1)NC(=O)C=1C=2CCCC2C(=C(C1)OC[C@H](C)NS(=O)(=O)C(F)(F)F)C